5-fluoro-5-methyl-uracil FC1(C(NC(N=C1)=O)=O)C